N-cyclopropyl-2-fluoro-5-(1-{6-[(1R)-1-hydroxyethyl]imidazo[1,2-a]pyridin-3-yl}-1H-pyrazol-4-yl)-4-methylbenzamide C1(CC1)NC(C1=C(C=C(C(=C1)C=1C=NN(C1)C1=CN=C2N1C=C(C=C2)[C@@H](C)O)C)F)=O